CN1CC(C1)(C)[C@@](C=1C=C(C=NC1)C1=NOC(=N1)CC(C)(O)C)(C1=CC=C(C=C1)C(C)C)O 1-(3-{5-[(R)-(1,3-dimethyl-azetidin-3-yl)-hydroxy-(4-isopropyl-phenyl)-methyl]-pyridin-3-yl}-[1,2,4]Oxadiazol-5-yl)-2-methyl-propan-2-ol